FC=1C=C(C=CC1F)C(C[Na])O 2-(3,4-difluorophenyl)-2-hydroxyethyl-sodium